C(C)OC(CC1(CC1)N(C(CC(=O)OCC)=O)C)=O Ethyl 3-{[1-(2-ethoxy-2-oxoethyl)cyclopropyl](methyl)amino}-3-oxopropanoate